tert-butyl (7S,9R)-7-(4-(5-(4,4-difluorocyclohexyl)-1,2,4-oxadiazol-3-yl)-4-(trifluoromethyl)piperidine-1-carbonyl)-9-hydroxy-6-azaspiro[3.5]nonane-6-carboxylate FC1(CCC(CC1)C1=NC(=NO1)C1(CCN(CC1)C(=O)[C@H]1N(CC2(CCC2)[C@@H](C1)O)C(=O)OC(C)(C)C)C(F)(F)F)F